C(C)(C)C1=C(NC2=CC=C(C=C12)OCC1CCN(CC1)CCOC)C=1C=C(C(N(C1)C)=O)C 5-(3-isopropyl-5-((1-(2-methoxyethyl)piperidin-4-yl)methoxy)-1H-indol-2-yl)-1,3-dimethylpyridin-2(1H)-one